pyridinyl-methylbromide N1=C(C=CC=C1)CBr